4,9-dihydro-2H-benzo[f]Isoindole C=1NC=C2CC3=C(CC12)C=CC=C3